NC=1C2=C(N=CN1)N(C(=C2C2=C(C=C(C=C2)OC2=NC(=CC=C2)C)OC)C#CC2[C@@H]1CN(C[C@H]21)C(C=C)=O)CCOC 1-((1R,5S,6s)-6-((4-amino-5-(2-methoxy-4-((6-methylpyridin-2-yl)oxy)phenyl)-7-(2-methoxyethyl)-7H-pyrrolo[2,3-d]pyrimidin-6-yl)ethynyl)-3-azabicyclo[3.1.0]hexan-3-yl)prop-2-en-1-one